(Z)-3-(1-((1-Methyl-1H-pyrazol-4-yl)amino)ethylidene)-5-(4-methylpyridin-3-yl)indolin-2-one CN1N=CC(=C1)N\C(\C)=C\1/C(NC2=CC=C(C=C12)C=1C=NC=CC1C)=O